OC=1C=C(C=CC1O)C(C)N1C(C2=CC(=CC(=C2C2(C1)CCC2)CN(C)C)CN2C(=NC=C2)NC)=O 2'-(1-(3,4-dihydroxylphenyl)ethyl)-5'-((dimethylamino)methyl)-7'-((2-(methylamino)-1H-imidazol-1-yl)methyl)-2',3'-dihydro-1'H-spiro[cyclobutan-1,4'-isoquinoline]-1'-one